N-{(2S)-3-[(4-{N-[(7S)-4-Fluorobicyclo[4.2.0]octa-1,3,5-trien-7-yl]-N'-hydroxycarbamimidoyl}-1,2,5-oxadiazol-3-yl)oxy]-2-hydroxypropyl}acetamid FC1=CC=C2C[C@@H](C2=C1)NC(=NO)C=1C(=NON1)OC[C@H](CNC(C)=O)O